BrC1=NC=CC(=C1)NCC=1N=C2N(C=C(C=N2)C2CC2)C1 2-bromo-N-((6-cyclopropylimidazo[1,2-a]pyrimidin-2-yl)methyl)pyridin-4-amine